NC=1C=2N(C=CN1)C(=NC2C2=CC=C(C(=O)NC1=NC=CC=C1)C=C2)[C@H]2N(CCC2)C(C#CCC)=O (S)-4-(8-Amino-3-(1-pent-2-ynoylpyrrolidin-2-yl)imidazo[1,5-a]pyrazin-1-yl)-N-(pyridin-2-yl)benzamide